C1(CCCCC1)([NH3+])[NH3+] Cyclohexylidenediammonium